N'-hydroxy-2-methylpropionamidine ON=C(C(C)C)N